ClC1=C(C=C(C=C1OC)OC)N1C(N(C2=C(C1)C=NC1=C2C=C(N1S(=O)(=O)C1=CC=CC=C1)C#N)C)=O 3-(2-chloro-3,5-dimethoxyphenyl)-1-methyl-2-oxo-7-(phenylsulfonyl)-2,3,4,7-tetrahydro-1H-pyrrolo[3',2':5,6]pyrido[4,3-d]pyrimidine-8-carbonitrile